C(C)N(C1=NC(=CC(=N1)N1CCN(CC1)CC[C@H]1[C@@H](C[C@H]2[C@@H]3CCC4=CCC=C[C@]4(C)[C@H]3CC[C@]12C)C)N(CC)CC)CC 21-[4-[2,6-bis(diethylamino)-4-pyrimidinyl]-1-piperazinyl]-16α-methylpregna-1,4-diene